N-methylbenzindoline iodide salt [I-].CN1CCC2=CC=C3C(=C12)C=CC=C3